ClC1=CC(=C(C=C1F)[C@@H](C1CC1)NC(=O)C1N(C2CC2C1)C(=O)OC(C)(C)C)F tert-butyl 3-(((R)-(4-chloro-2,5-difluorophenyl)(cyclopropyl) methyl) carbamoyl)-2-azabicyclo[3.1.0]hexane-2-carboxylate